methyl-(1,2,2,6,6-pentamethyl-4-piperidyl)sebacate CC(C(=O)[O-])(CCCCCCCC(=O)[O-])C1CC(N(C(C1)(C)C)C)(C)C